BrC=1C(=C(C(=NC1)N1CCCCC1)F)C1=CC(=C(C=C1)C#N)F 1-(5-bromo-4-(4-cyano-3-fluorophenyl)-3-fluoropyridin-2-yl)piperidine